FC=1C=C(C=C2C(=C(NC12)C1=CC=C(C=C1)F)C(C(=O)O)C)C (7-fluoro-2-(4-fluorophenyl)-5-methyl-1H-indol-3-yl)propionic acid